1-(1-trifluoromethyl-cyclopropanecarbonyl)-pyrrolidine-2-carboxylic acid (1-cyano-cyclopropyl)-amide C(#N)C1(CC1)NC(=O)C1N(CCC1)C(=O)C1(CC1)C(F)(F)F